(E)-3-(4-(butylthio)-7-(diethylamino)-6-nitro-2-oxo-2H-chromen-3-yl)-2-cyanoacrylic acid C(CCC)SC1=C(C(OC2=CC(=C(C=C12)[N+](=O)[O-])N(CC)CC)=O)/C=C(/C(=O)O)\C#N